1-cyclohexyl-3-ethyl-5H,7H-pyrazolo[3,4-d]pyrimidine-4,6-dione C1(CCCCC1)N1N=C(C2=C1NC(NC2=O)=O)CC